Ethyl 3-fluoro-5-nitro-2-[1-(2,2,2-trifluoroethyl) 1H-pyrazol-4-yl]benzoate FC=1C(=C(C(=O)OCC)C=C(C1)[N+](=O)[O-])C=1C=NN(C1)CC(F)(F)F